ClC1=C2C(OC(C2=C(C(=C1Cl)Cl)Cl)=O)(C1=C(N(C2=CC=CC=C12)CCCC)C)C1=C(C=C(C=C1)N(C)C)OC 4,5,6,7-Tetrachloro-3-[4-(dimethylamino)-2-methoxyphenyl]-3-(1-butyl-2-methyl-1H-indol-3-yl)-1(3H)-isobenzofuranone